N-(3-methyltetrahydrofuran-3-yl)pyridazine-3-carboxamide CC1(COCC1)NC(=O)C=1N=NC=CC1